CC1C[C@@H](CNC1)C1=C2C=CC=NC2=C(C=C1)C#N 5-((R)-5-methyl-piperidin-3-yl)-quinoline-8-carbonitrile